3,4-bis(methoxymethoxy)-benzaldehyde COCOC=1C=C(C=O)C=CC1OCOC